4-[1-[(3S)-2,6-dioxo-3-piperidyl]-3,4-dihydro-2H-quinolin-5-yl]piperidine-1-carboxylic acid tert-butyl ester C(C)(C)(C)OC(=O)N1CCC(CC1)C1=C2CCCN(C2=CC=C1)[C@@H]1C(NC(CC1)=O)=O